C(C)OC(CCN(C(=O)N)C=1C(=C2C(=CN(C2=CC1)C1CCN(CC1)C(=O)OC(C)(C)C)C)C)=O tert-Butyl 4-(5-(1-(3-ethoxy-3-oxopropyl)ureido)-3,4-dimethyl-1H-indol-1-yl)piperidine-1-carboxylate